sodium 2,3-dihydroxysuccinate OC(C(=O)[O-])C(C(=O)[O-])O.[Na+].[Na+]